(5-(((1S,2S)-2-hydroxycyclohexyl)oxy)-1-oxoisoindolin-2-yl)piperidine-2,6-dione O[C@@H]1[C@H](CCCC1)OC=1C=C2CN(C(C2=CC1)=O)N1C(CCCC1=O)=O